(S)-(+)-1-(2-pyrrolidinylmethyl)pyrrolidine C1CCN(C1)C[C@@H]2CCCN2